4-hydroxy-5,6,8-trimethoxy-2-naphthalenecarboxylic acid ethyl ester C(C)OC(=O)C1=CC2=C(C=C(C(=C2C(=C1)O)OC)OC)OC